ClC=1C=C(C(=NC1)C)S(=O)(=O)NC1=C(C(=C(C=C1)F)C1CCC=2N(C1)C=NC2C=2N(C=CN2)COCC[Si](C)(C)C)F 5-chloro-N-[2,4-difluoro-3-[1-(1-[[2-(trimethylsilyl)ethoxy]methyl]imidazol-2-yl)-5H,6H,7H,8H-imidazo[1,5-a]pyridin-6-yl]phenyl]-2-methylpyridine-3-sulfonamide